ClC=1C=C(C(=NC1)OC)S(=O)(=O)NC=1C(=C(C(=CC1)F)C1=CC=C2C(=NNC2=C1F)C(=O)NC1CNCC1)F 6-[3-(5-Chloro-2-methoxypyridine-3-sulfonamido)-2,6-difluorophenyl]-7-fluoro-N-(pyrrolidin-3-yl)-1H-indazole-3-carboxamide